C1(=CC=CC=C1)C[C@@H](C(=O)N[C@H]1C[C@H](CCC1)NC1=CC(=NC2=CC=CC=C12)C(F)(F)F)NC(=O)C1=NC=CN=C1 (2S)-3-phenyl-2-[(pyrazin-2-yl)formamido]-N-[(1R,3S)-3-{[2-(trifluoromethyl)quinolin-4-yl]amino}cyclohexyl]propanamide